3,3'-(pyridine-2,6-diyl)bis(2-methoxyaniline) N1=C(C=CC=C1C=1C(=C(N)C=CC1)OC)C=1C(=C(N)C=CC1)OC